C(CCC(=O)O)CCN AMINOCAPROATE